[N+](=O)([O-])C=1C=C(C=CC1)S(=O)(=O)NC(=O)C1=NOC(C1)(C1=CC=CC=C1)C1=CC=CC=C1 N-((3-nitrophenyl)sulfonyl)-5,5-diphenyl-4,5-dihydro-isoxazole-3-carboxamide